C(C)(C)(C)C1=CC=C(C=C1)C1=C2CCCC2=C(C=2C=C(CC12)C)C1=CC=C(C=C1)C(C)(C)C 4,8-Di(4-tert-butylphenyl)-6-methyl-1,2,3,5-tetrahydro-s-indacene